CC(CNC1=NC(=NC(=N1)C1=NC(=CC=C1)C(F)(F)F)NC1=CC(=NC=C1)C(F)(F)F)(C)O 2-methyl-1-[[4-(6-trifluoromethyl-2-pyridinyl)-6-[(2-trifluoromethyl-4-pyridinyl)amino]-1,3,5-triazin-2-yl]amino]-2-propanol